ClC1=CC=C(C=C1)C1(CCN(CC1)C1N(C=CC=N1)CCCCCCC(=O)NO)O 2-(4-(4-chlorophenyl)-4-hydroxypiperidin-1-yl)-N-(7-(hydroxyamino)-7-oxoheptyl)pyrimidine